(S)-2,2-Difluoro-2'-(4-fluorophenyl)-3'-(1H-pyrazolo[3,4-b]pyridin-4-yl)-5'H,7'H-spiro[cyclopropane-1,6'-pyrazolo[5,1-b][1,3]oxazine] FC1(C[C@@]12CN1C(OC2)=C(C(=N1)C1=CC=C(C=C1)F)C1=C2C(=NC=C1)NN=C2)F